(R)-(2-cyclopropyl-4-(difluoromethyl)oxazol-5-yl)(4-(pyrazolo[1,5-a]pyridin-2-yl)-6,7-dihydro-1H-imidazo[4,5-c]pyridin-5(4H)-yl)methanone C1(CC1)C=1OC(=C(N1)C(F)F)C(=O)N1[C@H](C2=C(CC1)NC=N2)C2=NN1C(C=CC=C1)=C2